2-((1s,3r)-1-(3-amino-4-(6-(1-methyl-1H-pyrazol-4-yl)pyrazolo[1,5-a]pyrazin-4-yl)-1H-pyrazol-1-yl)-3-hydroxycyclobutyl)acetonitrile NC1=NN(C=C1C=1C=2N(C=C(N1)C=1C=NN(C1)C)N=CC2)C2(CC(C2)O)CC#N